4-diphenylphosphonobenzaldehyde C1(=CC=CC=C1)OP(=O)(OC1=CC=CC=C1)C1=CC=C(C=O)C=C1